C1(CCC1)N1N=CC(=C1)C1=CC(=NC=N1)N 6-(1-Cyclobutyl-1H-pyrazol-4-yl)pyrimidin-4-amine